C1=CC=C2C(=C1)C(=CC(=C2N)N=NC3=CC=C(C=C3)C4=CC=C(C=C4)N=NC5=C(C6=CC=CC=C6C(=C5)S(=O)(=O)[O-])N)S(=O)(=O)[O-].[Na+].[Na+] The molecule is an indicator dye that is blue-violet at pH 3.0 and red at pH 5.0. It contains a 3,3'-(biphenyl-4,4'-diyldidiazene-2,1-diyl)bis(4-aminonaphthalene-1-sulfonate). It derives from a 3,3'-(biphenyl-4,4'-diyldidiazene-2,1-diyl)bis(4-aminonaphthalene-1-sulfonic acid).